CC1=NC=CC=C1C1=C(C=NC=C1)N 2-methyl-[3,4'-bipyridin]-3'-amine